O=C1NC(CCC1N1C(C2=CC=CC(=C2C1=O)NCCC(=O)OC(C)(C)C)=O)=O tert-butyl 3-((2-(2,6-dioxopiperidin-3-yl)-1,3-dioxoisoindolin-4-yl)amino)propanoate